2-((2-amino-9H-purin-6-yl)thio)-N-(1-methyl-4-oxo-2-(trifluoromethyl)-1,4-dihydroquinolin-7-yl)acetamide NC1=NC(=C2N=CNC2=N1)SCC(=O)NC1=CC=C2C(C=C(N(C2=C1)C)C(F)(F)F)=O